CN(C(C)=O)CCNCC(=O)O 2-{[2-(N-methylacetamido)ethyl]amino}acetic acid